Cl.CC1=C(C(=CC(=C1)C)C1=CC(=CC(=C1)C)C)N 3,3',5,5'-tetramethyl-biphenyl-amine hydrochloride